C1=C(C=CC2=CC=CC=C12)OCC1=NOC(C1)C(=O)N 3-((naphthalen-2-yloxy)methyl)-4,5-dihydroisoxazole-5-carboxamide